ethyl (S)-3-amino-3-(2,4-difluoro-2',6'-dimethyl-5-(trifluoromethyl)-[1,1'-biphenyl]-3-yl)propanoate N[C@@H](CC(=O)OCC)C=1C(=C(C=C(C1F)C(F)(F)F)C1=C(C=CC=C1C)C)F